CC(C(C(=O)[O-])(CC)C1=CC=CC=C1)(C)C dimethylphenyl-ethylbutyrate